methyl 6-methoxy-8-(4-(trifluoromethyl)cyclohex-1-en-1-yl)quinoline-3-carboxylate COC=1C=C2C=C(C=NC2=C(C1)C1=CCC(CC1)C(F)(F)F)C(=O)OC